CC1OC2(CNC1=O)CCN(CC2)CCC2=CC=CC=C2 2-methyl-9-phenethyl-1-oxa-4,9-diazaspiro[5.5]undecan-3-one